N-tert-butyl-4-[[2-(3-chloro-5-hydroxy-phenyl)acetyl]amino]pyridine-2-carboxamide C(C)(C)(C)NC(=O)C1=NC=CC(=C1)NC(CC1=CC(=CC(=C1)O)Cl)=O